FC(C1=CC=CS1)(F)F 5-(trifluoromethyl)thiophene